N1=C(C=CC2=CC=CN=C12)C=1O[C@@H]([C@H](N1)C1=CC=CC=C1)C1=CC=CC=C1 (4R,5R)-2-(1,8-naphthyridin-2-yl)-4,5-diphenyl-4,5-dihydrooxazole